1-allyl-3-methylimidazoline bis(trifluoromethylsulfonyl)imide salt [N-](S(=O)(=O)C(F)(F)F)S(=O)(=O)C(F)(F)F.C(C=C)N1CN(CC1)C